2,2,5,5-tetramethylcyclopentane CC1(CC(CC1)(C)C)C